(R)-2-(Trifluoromethyl)oxirane FC([C@@H]1OC1)(F)F